(R)-2-(2-((tert-butyldimethylsilyl)oxy)propoxy)pyridin-4-amine [Si](C)(C)(C(C)(C)C)O[C@@H](COC1=NC=CC(=C1)N)C